(7-amino-4-(1-ethyl-1H-pyrazol-5-yl)-2-(pyridin-2-ylmethyl)-2H-pyrazolo[3,4-c]pyridin-5-yl)benzonitrile NC1=NC(=C(C=2C1=NN(C2)CC2=NC=CC=C2)C2=CC=NN2CC)C2=C(C#N)C=CC=C2